C(C1=CC=CC=C1)NC=1C=2N(N=C(C1)O[C@H]1CN(CC1)C)C(=CN2)C2CC2 (R)-N-BENZYL-3-CYCLOPROPYL-6-((1-METHYLPYRROLIDIN-3-YL)OXY)IMIDAZO[1,2-B]PYRIDAZIN-8-AMINE